cerotyl ether C(CCCCCCCCCCCCCCCCCCCCCCCCC)OCCCCCCCCCCCCCCCCCCCCCCCCCC